C(C)(C)(C)C1=CC(=NN1C1CC2(COC2)C1)NC=1N(C=2C(=NC=C(C2C#N)OC=2C=NN3C2C=NC=C3)N1)C 2-((5-(tert-butyl)-1-(2-oxaspiro[3.3]heptan-6-yl)-1H-pyrazol-3-yl)amino)-1-methyl-6-(pyrazolo[1,5-a]pyrazin-3-yloxy)-1H-imidazo[4,5-b]pyridine-7-carbonitrile